FC1=C(C=C(C=C1)NC(=O)C1=C(N(C(=C1C)C(C(=O)NC1(CCC(CC1)O)C)=O)C)C)C N-(4-fluoro-3-methylphenyl)-5-(2-(((1s,4s)-4-hydroxy-1-methylcyclohexyl)amino)-2-oxoacetyl)-1,2,4-trimethyl-1H-pyrrole-3-carboxamide